5-OXO-CYCLOHEX-1-ENECARBOXYLIC ACID O=C1CCC=C(C1)C(=O)O